2-fluoro-3-hydroxy-6-methoxy-benzaldehyde FC1=C(C=O)C(=CC=C1O)OC